FC1(C[C@]12CN([C@@H](C2)C(=O)OC)C(=O)[O-])F 6-methyl (3R,6S)-1,1-difluoro-5-azaspiro[2.4]heptane-5,6-dicarboxylate